4-(1H-indazol-6-yl)-1-[5-(difluoromethyl)(1,3,4-thiadiazol-2-yl)]-1H-indazol N1N=CC2=CC=C(C=C12)C1=C2C=NN(C2=CC=C1)C=1SC(=NN1)C(F)F